Hydroxyethylsuccinamid OCCC(C(=O)N)CC(=O)N